O1C=C(C=C1)C(=O)N1C2CN(C(C1)C2)C=2SC(=CN2)C2=NOC(=N2)C(F)(F)F Furan-3-yl(5-(5-(5-(trifluoromethyl)-1,2,4-oxadiazol-3-yl)thiazol-2-yl)-2,5-diazabicyclo[2.2.1]heptan-2-yl)methanone